15-chloro-21,23-difluoro-16-methoxy-8-methyl-18,18-dioxo-11-oxa-18λ6-thia-19-azatetracyclo[18.3.1.113,17.02,7]pentacosa-1(23),2(7),3,5,13,15,17(25),20(24),21-nonaen-12-one ClC=1C=C2C(OCCC(C=3C=CC=CC3C3=C(C=C(C(NS(C(C1OC)=C2)(=O)=O)=C3)F)F)C)=O